(S,E)-4-(cyclopentyloxy)-2-cyclopropyl-N-(4-(methylsulfonyl)but-3-en-2-yl)pyrimidine-5-carboxamide C1(CCCC1)OC1=NC(=NC=C1C(=O)N[C@@H](C)\C=C\S(=O)(=O)C)C1CC1